6-(8-oxa-3-azabicyclo[3.2.1]oct-3-yl)-4-((R)-3-methylmorpholino)pyridazine C12CN(CC(CC1)O2)C2=CC(=CN=N2)N2[C@@H](COCC2)C